2-(1-(2,5-difluorophenyl)but-3-yn-1-yl)-4-fluoro-6-(4-(1-methylpiperidin-4-yl)phenyl)isoindoline-1-one FC1=C(C=C(C=C1)F)C(CC#C)N1C(C2=CC(=CC(=C2C1)F)C1=CC=C(C=C1)C1CCN(CC1)C)=O